Cl.FC(C1=CC=C(CC2(CCNCC2)C#N)C=C1)(F)F 4-(4-(trifluoromethyl)benzyl)piperidine-4-carbonitrile hydrochloride